2-(2-amino-ethoxy)-ethanol NCCOCCO